N(=O)OC(C)(C)C.[N] Nitrogen tert-butyl nitrite